C(CCCCCCCCCCC)OC methyl dodecyl Ether